ClC1=CC=2CN(CN3C2C(=C1C(=O)N[C@H](C(=O)O)CC1=CC(=CC=C1)S(=O)(=O)C)C=C3)C(=O)C=3CC1=CC=CC=C1C3C (S)-2-(8-chloro-2-(3-methyl-1H-indene-2-carbonyl)-2,3-dihydro-1H-pyrrolo[3,2,1-ij]quinazolin-7-carboxamido)-3-(3-(methylsulfonyl)phenyl)propanoic acid